DODECYL(METHYL)SULFANE C(CCCCCCCCCCC)SC